C1(CC1)C=1C=C(C=2N(C1)C=C(N2)COC=2C=C(N=NC2)NC(=O)[C@@H]2[C@H](C2)C2=NC=CC(=N2)C)N2C(C1CC1C2)=O (1S,2S)-N-(5-((6-cyclopropyl-8-(2-oxo-3-azabicyclo[3.1.0]hexan-3-yl)imidazo[1,2-a]pyridin-2-yl)methoxy)pyridazin-3-yl)-2-(4-methylpyrimidin-2-yl)cyclopropane-1-carboxamide